FC(C(=O)O)(F)F.FC1(CCNCC1)F 4,4-Difluoropiperidine 2,2,2-Trifluoroacetate